ClC1=C(C=C(C=C1)F)[C@@H]([C@@H](C)C=1N(C(C(=C(N1)C(=O)NC=1C=NOC1)O)=O)C)N1N=CC(=C1)C 2-((1R,2R)-1-(2-chloro-5-fluorophenyl)-1-(4-methyl-1H-pyrazol-1-yl)propan-2-yl)-5-hydroxy-N-(isoxazol-4-yl)-1-methyl-6-oxo-1,6-dihydropyrimidine-4-carboxamide